ClC=1C=C(C(=NC1)OC)S(=O)(=O)NC1=CC(=C(C=C1)F)B1OC(C(O1)(C)C)(C)C 5-chloro-N-(4-fluoro-3-(4,4,5,5-tetramethyl-1,3,2-dioxaborolan-2-yl)phenyl)-2-methoxypyridine-3-sulfonamide